[2-[[(1S)-2-amino-2-oxo-1-[[(3S)-2-oxo-3-piperidyl]methyl]ethyl]amino]-1-(cyclopropylmethyl)-2-oxo-ethyl]-4-methoxy-1H-indole-2-carboxamide NC([C@H](C[C@H]1C(NCCC1)=O)NC(C(CC1CC1)N1C(=CC2=C(C=CC=C12)OC)C(=O)N)=O)=O